ClC=1C=C(C(=NC1)C=1N=NC(=CC1C)N[C@H]1[C@@H](CCCC1)O)O 5-Chloro-2-(6-(((1R,2R)-2-hydroxycyclohexyl)amino)-4-methylpyridazin-3-yl)pyridin-3-ol